C1(CC1)[C@@H](C)N1N=CC(=C1)NC(=O)C=1N=C(SC1)C=1C=NNC1 |o1:3| (R)- or (S)-N-(1-(1-Cyclopropylethyl)-1H-pyrazol-4-yl)-2-(1H-pyrazol-4-yl)thiazole-4-carboxamide